(-)-N-{2-cyclopropyl-2-[5-fluoro-6-(4-fluorophenyl)-4-(2-hydroxypropan-2-yl)pyridin-2-yl]-2-hydroxyEthyl}-3-(difluoromethyl)-8-methoxycinnoline-6-carboxamide C1(CC1)C(CNC(=O)C=1C=C2C=C(N=NC2=C(C1)OC)C(F)F)(O)C1=NC(=C(C(=C1)C(C)(C)O)F)C1=CC=C(C=C1)F